C(C1=CC=CC=C1)OC1=C(C=CC(=C1)C(F)(F)F)N1NC=C(C2=C1CCOC2)C[C@H]2CN(CCO2)C (s)-1-(2-(benzyloxy)-4-(trifluoromethyl)phenyl)-4-((4-methylmorpholin-2-yl)methyl)-7,8-dihydro-5H-pyrano[3,4]pyridazine